4-[3-(3,4-dimethoxybenzyl)-7-fluoro-6-[2-fluoro-1-(fluoromethyl)ethoxy]-2,4-dioxo-3,4-dihydroquinazolin-1(2H)-yl]piperidine-1-carbaldehyde COC=1C=C(CN2C(N(C3=CC(=C(C=C3C2=O)OC(CF)CF)F)C2CCN(CC2)C=O)=O)C=CC1OC